N,N-Diethylthiourea CCN(CC)C(=S)N